COC1=C2C(=CN=C1)NC(=C2)C(=O)N 4-methoxy-1H-pyrrolo[2,3-c]pyridine-2-carboxamide